2-chloro-N-methylpyrimidin-4-amine ClC1=NC=CC(=N1)NC